CN1C(=NC2=C1C=C(C=C2)[N+](=O)[O-])N2C1COCC2CC1 8-(1-Methyl-6-nitro-1H-benzo[d]imidazol-2-yl)-3-oxa-8-azabicyclo[3.2.1]octane